1-(1H-indol-6-yl)pyrimidine-2,4(1H,3H)-dione N1C=CC2=CC=C(C=C12)N1C(NC(C=C1)=O)=O